7-(3-methoxy-4-(4-methylpiperazin-1-yl)anilino)-3,4-dihydropyrimido[4,5-d]pyrimidin-2(1H)-one COC=1C=C(NC2=NC=C3C(=N2)NC(NC3)=O)C=CC1N1CCN(CC1)C